C(#N)CC1(CN(C1)C1CCN(CC1)C(=O)C1CCN(CC1)C1=C(C#N)C=CC(=N1)C)N1N=CC(=C1)C=1C2=C(N=CN1)NC=C2 2-{4-[(4-{3-(cyanomethyl)-3-[4-(7H-pyrrolo[2,3-d]pyrimidin-4-yl)-1H-pyrazol-1-yl]azetidin-1-yl}piperidin-1-yl)carbonyl]piperidin-1-yl}-6-methylnicotinonitrile